(S)-1-Amino-4-(4-((4-bromopyridin-2-yl)carbamoyl)phenyl)-2-(1-(but-2-ynoyl)piperidin-2-yl)-1H-imidazol-5-carboxamid NN1C(=NC(=C1C(=O)N)C1=CC=C(C=C1)C(NC1=NC=CC(=C1)Br)=O)[C@H]1N(CCCC1)C(C#CC)=O